COCCNC(=O)C=1C=C(C=CC1)S(=O)(=O)Cl 3-((2-methoxyethyl)carbamoyl)benzene-1-sulfonyl chloride